(R)-3-(6-(4-((4-(2-methyl-6-(3-methyl-1H-1,2,4-triazol-1-yl)pyrimidin-4-yl)piperazin-1-yl)methyl)benzyl)-2-oxobenzo[cd]indol-1(2H)-yl)piperidine-2,6-dione CC1=NC(=CC(=N1)N1CCN(CC1)CC1=CC=C(CC=2C=3C4=C(C(N(C4=CC2)[C@H]2C(NC(CC2)=O)=O)=O)C=CC3)C=C1)N1N=C(N=C1)C